C1=CC=C(C=C1)CSSCC2=CC=CC=C2 The molecule is an organic disulfide that results from the formal oxidative dimerisation of benzyl thiol. It has a role as a metabolite. It is an organic disulfide and an organic aromatic compound.